5-(1-(2,2-difluoroethyl)-1H-benzo[d][1,2,3]triazol-6-yl)-N-((3S,4R)-3-fluoro-1-(2-methoxyethyl)piperidin-4-yl)-4-methoxypyrrolo[2,1-f][1,2,4]triazin-2-amine FC(CN1N=NC2=C1C=C(C=C2)C=2C=CN1N=C(N=C(C12)OC)N[C@H]1[C@H](CN(CC1)CCOC)F)F